COC(=O)C1CC(C1)N1N=CC(=C1)C1=NC2=CC(=CC=C2N=C1)Br 3-(4-(7-bromoquinoxalin-2-yl)-1H-pyrazol-1-yl)cyclobutane-1-carboxylic acid methyl ester